C(=C)C1=[N+](C=CC=C1)CCCS(=O)(=O)[O-].ClC1=NN(C=C1N(C(CCS(=O)CCC(F)(F)F)=O)CC)C=1C=NC=CC1 N-[3-chloro-1-(pyridin-3-yl)-1H-pyrazole-4-yl]-N-ethyl-3-(3,3,3-trifluoropropanesulphinyl)propanamide 3-(2-vinylpyridin-1-ium-yl)propane-1-sulfonate